lithium 2,2-dicyclohexylmalonate C1(CCCCC1)C(C(=O)[O-])(C(=O)[O-])C1CCCCC1.[Li+].[Li+]